(S,E)-Methyl-7-(1-(2-((1S,2R,4R)-bicyclo[2.2.1]heptan-2-ylamino)-2-oxoethyl)-2-oxo-1,2-dihydropyridin-3-ylamino)-6-(2,5-dichlorothiophen-3-carboxamido)-7-oxohept-2-enoat COC(\C=C\CC[C@@H](C(=O)NC=1C(N(C=CC1)CC(=O)N[C@H]1[C@H]2CC[C@@H](C1)C2)=O)NC(=O)C2=C(SC(=C2)Cl)Cl)=O